6-(6,7-dihydro-5H-cyclopenta[d]pyrimidin-2-yl)-7-fluoro-2-[(4S)-4-[[6-oxo-5-(trifluoromethyl)-1H-pyridazin-4-yl]amino]pentyl]isoquinolin-1-one N1=C(N=CC2=C1CCC2)C=2C=C1C=CN(C(C1=CC2F)=O)CCC[C@H](C)NC=2C=NNC(C2C(F)(F)F)=O